t-butyl (3R,4R)-3-((t-butoxycarbonyl)oxy)-4-(4-oxo-3,4-dihydroisoquinolin-2(1H)-yl)piperidine-1-carboxylate C(C)(C)(C)OC(=O)O[C@@H]1CN(CC[C@H]1N1CC2=CC=CC=C2C(C1)=O)C(=O)OC(C)(C)C